CC1=CC=C(C=C1)C1=C(C=CC=C1)N 4'-methyl-biphenyl-2-ylamine